OC1=CC=CC=C1C1=C(C=CC=C1)O 6,2'-dihydroxybiphenyl